4-bromo-2-[3-(3-chlorophenyl)ureido]-N-(2-amino-ethyl)benzamide BrC1=CC(=C(C(=O)NCCN)C=C1)NC(=O)NC1=CC(=CC=C1)Cl